FC=1C2=C(C=NC1OC)C1CCC(C2)N1C1=CC=C(C=C1)OC (±)-4-fluoro-3-methoxy-10-(4-methoxyphenyl)-6,7,8,9-tetrahydro-5H-6,9-epiminocyclohepta[c]pyridine